9-(3-Cyano-4-((1-(3-fluoropropyl)azetidin-3-yliden)methyl)phenyl)-8-(4-fluoro-2-methylphenyl)-6,7-dihydro-5H-benzo[7]annulen C(#N)C=1C=C(C=CC1C=C1CN(C1)CCCF)C1=C(CCCC2=C1C=CC=C2)C2=C(C=C(C=C2)F)C